CNC=1C2=C(N=CN1)N(C=C2)[C@H]2[C@@H]([C@@H]([C@H](C2)CN(C2=NNC=C2)CCCNCCC2=CC=CC=C2)O)O (1R,2S,3R,5R)-3-[4-(methylamino)pyrrolo[2,3-d]pyrimidin-7-yl]-5-[{{3-[(2-phenylethyl)amino]propyl}(1H-pyrazol-3-yl)amino}methyl]cyclopentane-1,2-diol